ClC1=CC=C(C=C1)C=1C2=CC=CC=C2C=2C=CC(=CC2C1)C=1C2=CC=CC=C2C=2C=CC=CC2C1 9-(4-chlorophenyl)-2,9'-biphenanthrene